ClC1=CC=C(C=C1)C(C(F)(F)F)NS(=O)(=O)C=1C=C2C(=NC1)N=CS2 N-(1-(4-chlorophenyl)-2,2,2-trifluoroethyl)thiazolo[4,5-b]pyridine-6-sulfonamide